isopropyl (S)-6-diazo-2-((R)-2-methoxy-2-(thiophen-3-yl)acetamido)-5-oxohexanoate [N+](=[N-])=CC(CC[C@@H](C(=O)OC(C)C)NC([C@@H](C1=CSC=C1)OC)=O)=O